methyl 2-ethoxythiothiopropionate C(C)OC(C(=S)SC)C